(2-(2,6-dioxopiperidin-3-yl)-7-fluoro-3-oxoisoindolin-5-yl)methyl(5-methyl-6-phenylpyridin-3-yl)carbamate O=C1NC(CCC1N1CC2=C(C=C(C=C2C1=O)OC(N(C=1C=NC(=C(C1)C)C1=CC=CC=C1)C)=O)F)=O